Ethyl-2-(7-(4-chlorophenyl)-2-isopropyl-9-methoxy-3-oxo-3,5-dihydro-2H-benzo[c]pyrido[3,4-e]azepin-5-yl)acetate C(C)OC(CC1C=2C(C3=C(C(=N1)C1=CC=C(C=C1)Cl)C=C(C=C3)OC)=CN(C(C2)=O)C(C)C)=O